2-bromo-4-methylsulfonyl-1-methylbenzene BrC1=C(C=CC(=C1)S(=O)(=O)C)C